methyl 2-((5-fluorobenzo[d]oxazol-2-yl)amino)benzo[d]oxazole-5-carboxylate FC=1C=CC2=C(N=C(O2)NC=2OC3=C(N2)C=C(C=C3)C(=O)OC)C1